(4-aminopiperidin-1-yl)-N-(4-(2-chlorophenyl)thiazol-2-yl)picolinamide NC1CCN(CC1)C=1C(=NC=CC1)C(=O)NC=1SC=C(N1)C1=C(C=CC=C1)Cl